O1CCC2=C1C=C(C=C2)[C@@H](C)N2CCN(CC2)C2=NC=C(C=N2)[S@](=O)(C)=NCC (R)-(2-(4-((R)-1-(2,3-dihydrobenzofuran-6-yl)ethyl)piperazin-1-yl)pyrimidin-5-yl)(ethylimino)(methyl)-λ6-sulfanone